ClC1=CC=C2C=C(N(C2=C1)C)C=1C=C(C=NC1)CNS(=O)(=O)CC N-[5-(6-chloro-1-methyl-1H-indol-2-yl)-pyridin-3-ylmethyl]-ethanesulfonamide